2-chloro-N-[2-(2,6-dioxo-3-piperidyl)-1,3-dioxo-isoindolin-5-yl]-3-ethyl-benzenesulfonamide ClC1=C(C=CC=C1CC)S(=O)(=O)NC=1C=C2C(N(C(C2=CC1)=O)C1C(NC(CC1)=O)=O)=O